C(C)(C)(C)C1=CC(=C(C=C1)I)OCOC 4-tert-butyl-1-iodo-2-(methoxymethoxy)benzene